7-[(3-bromo-2,4-difluorophenyl)sulfamoyl]-5-chloro-2,3-dihydro-1-benzofuran-3-yl acetate C(C)(=O)OC1COC2=C1C=C(C=C2S(NC2=C(C(=C(C=C2)F)Br)F)(=O)=O)Cl